2-(4-(Ethylsulfanyl)benzyl)isoindoline-1,3-dione C(C)SC1=CC=C(CN2C(C3=CC=CC=C3C2=O)=O)C=C1